C(=O)(OCC1=CC=CC=C1)N1CCNCC1 N-Cbz-piperazine